(S)-2-(2,5-difluoro-4-(6-hydroxypyridin-2-yl)benzyl)-1-(oxetan-2-ylmethyl)-1H-benzo[d]imidazole-6-carboxylic acid methyl ester COC(=O)C=1C=CC2=C(N(C(=N2)CC2=C(C=C(C(=C2)F)C2=NC(=CC=C2)O)F)C[C@H]2OCC2)C1